C(CCCCCCCCCCCCCCC(C)C)(=O)C(C(=O)O)CCCCCCCCCCCCCC(C)C Isostearoyl-(isostearic acid)